ClC=1C=C(C=C(C1)F)N1C=C(C=2C(C(CCC12)(F)F)O)S(=O)(=O)C 1-(3-chloro-5-fluorophenyl)-5,5-difluoro-3-(methanesulfonyl)-4,5,6,7-tetrahydro-1H-indol-4-ol